propoxytantalum C(CC)O[Ta]